2-p-methoxystyryl-4,6-bistrichloromethyl-s-triazine COC1=CC=C(C=CC2=NC(=NC(=N2)C(Cl)(Cl)Cl)C(Cl)(Cl)Cl)C=C1